C(C1CO1)OC(C=C)=O Glycidyl-acrylat